BrC1=CN=C(NC1=O)C(=O)O 5-Bromo-6-oxo-1,6-dihydropyrimidine-2-carboxylic Acid